C(/C)=C\1/C2C(N3N1C(CC3(C)C)=O)C=3C=CC=CC3C2 (E)-10-Ethylidene-3,3-dimethyl-2,3,4a,9,9a,10-hexahydro-1H-indeno[1,2-c]pyrazolo[1,2-a]pyrazol-1-one